S(=O)(=O)(C1=CC=C(C)C=C1)OC1CC(N(C1)C(=O)[O-])C(=O)[O-] 4-(tosyloxy)pyrrolidine-1,2-dicarboxylate